C(C=C)(=O)N1CC2N(C3=C(C=NC4=C(C(=NC=C34)C3=CC=CC4=CC=CC(=C34)Cl)F)N(C2=O)C)CC1CS(=O)(=O)C 10-propenoyl-3-(8-chloronaphthalen-1-yl)-4-fluoro-7-methyl-11-((methylsulfonyl)methyl)-9,10,11,12-tetrahydro-7H-pyrazino[1',2':4,5]pyrazino[2,3-c][1,6]naphthyridin-8(8aH)-one